5-(Trifluorometh-oxy)benzo[d]isoxazol-3-amine FC(OC=1C=CC2=C(C(=NO2)N)C1)(F)F